2-methyl-1,5-pentanediol succinate C(CCC(=O)O)(=O)O.CC(CO)CCCO